1-hydroxy-3-methylamino-propylenebisphosphonic acid monosodium salt [Na+].OC(C(CNC)P(O)(O)=O)P([O-])(O)=O